Cl.C(C)N=C=NCCCN(C)C 1-ethyl-3-[3-(dimethylamino)propyl]carbodiimide hydrochloride